C(C1=CC=CC=C1)OC1=NC(=CC=C1C1=CC(=C(C=C1)N1CC([C@H](CC1)N1CCN(CC1)C1=C(C(=C(C=C1)B1OC(C(O1)(C)C)(C)C)F)F)(F)F)F)OCC1=CC=CC=C1 (S)-1-(1-(4-(2,6-bis(benzyloxy)pyridin-3-yl)-2-fluorophenyl)-3,3-difluoropiperidin-4-yl)-4-(2,3-difluoro-4-(4,4,5,5-tetramethyl-1,3,2-dioxaborolan-2-yl)phenyl)piperazine